2-Chloro-5,7-diiodopyrazolo[1,5-a]pyrimidine ClC1=NN2C(N=C(C=C2I)I)=C1